C(=O)=S carbonyl sulfide